(4-(trifluoromethoxy)benzoyl)glycine FC(OC1=CC=C(C(=O)NCC(=O)O)C=C1)(F)F